pentafluorophenylpropionic acid C(CC(=O)O)C1=C(C(=C(C(=C1F)F)F)F)F